2-((1r,2s)-1-(2-cyano-4-fluorophenyl)-1-(1-ethyl-5-methyl-1H-pyrazol-4-yl)propan-2-yl)-5-hydroxy-N-(isoxazol-4-yl)-1-methyl-6-oxo-1,6-dihydropyrimidine-4-carboxamide C(#N)C1=C(C=CC(=C1)F)[C@@H]([C@H](C)C=1N(C(C(=C(N1)C(=O)NC=1C=NOC1)O)=O)C)C=1C=NN(C1C)CC